1-[4-(chloromethyl)phenyl]-5-methoxy-3-(trifluoromethyl)pyrazole ClCC1=CC=C(C=C1)N1N=C(C=C1OC)C(F)(F)F